C(C)(=O)N1CCC(CC1)(O)C=1C(N(C2=C(C(=NC(=C2C1)NC(C)C1=C(C(=CC=C1)C(F)F)F)C)OCCNC)C)=O 3-(1-acetyl-4-hydroxypiperidin-4-yl)-5-((1-(3-(difluoromethyl)-2-fluorophenyl)ethyl)amino)-1,7-dimethyl-8-(2-(methylamino)ethoxy)-1,6-naphthyridin-2(1H)-one